1-[2-cyano-4-(trifluoromethyl)phenyl]-N-[2-(dimethylamino)ethyl]-4-[5-fluoro-6-(2-methoxyphenyl)pyridin-3-yl]piperidine-4-carboxamide C(#N)C1=C(C=CC(=C1)C(F)(F)F)N1CCC(CC1)(C(=O)NCCN(C)C)C=1C=NC(=C(C1)F)C1=C(C=CC=C1)OC